CC1(COC2=C1C(CCC2C)=O)C 3,3,7-Trimethyl-3,5,6,7-tetrahydrobenzofuran-4(2H)-one